1,3,5-tri(3,5-di-tert-butyl-4-hydroxy-benzyl)isocyanuric acid C(C)(C)(C)C=1C=C(CN2C(=O)N(C(=O)N(C2=O)CC2=CC(=C(C(=C2)C(C)(C)C)O)C(C)(C)C)CC2=CC(=C(C(=C2)C(C)(C)C)O)C(C)(C)C)C=C(C1O)C(C)(C)C